N-(4-([1,2,4]Triazolo[1,5-a]pyridin-7-yloxy)-2-methoxy-5-methylphenyl)-7-(4-morpholinopiperidin-1-yl)-6-nitroquinazolin-4-amine N=1C=NN2C1C=C(C=C2)OC2=CC(=C(C=C2C)NC2=NC=NC1=CC(=C(C=C21)[N+](=O)[O-])N2CCC(CC2)N2CCOCC2)OC